5-[(dimethylamino)methylene]-3-methyl-4-oxo-4,7-dihydro-5H-spiro[[1]benzofuran-6,1'-cyclobutane]-2-carboxylic acid ethyl ester C(C)OC(=O)C=1OC2=C(C1C)C(C(C1(CCC1)C2)=CN(C)C)=O